2-(2'-Hydroxyphenyl)-benzothiazole OC1=C(C=CC=C1)C=1SC2=C(N1)C=CC=C2